{[(4-methoxyphenyl)methyl]amino}-N-{4-[(2-oxa-6,9-diazaspiro[3.5]non-6-yl)methyl]phenyl}carboxamide COC1=CC=C(C=C1)CNC(=O)NC1=CC=C(C=C1)CN1CC2(COC2)NCC1